2'-((3-(((1r,3R)-3-hydroxy-3-methylcyclobutyl)methoxy)-1H-pyrazol-4-yl)amino)-7'-((1R,3R)-3-hydroxycyclohexyl)spiro[cyclopropane-1,5'-pyrrolo[2,3-d]pyrimidin]-6'(7'H)-one OC1(CC(C1)COC1=NNC=C1NC=1N=CC2=C(N1)N(C(C21CC1)=O)[C@H]1C[C@@H](CCC1)O)C